1-phenylbutane-1,3-dione C1(=CC=CC=C1)C(CC(C)=O)=O